CSC1=CC=CC2=C1N=C(S2)OC2=CC=C(C=C2)C(C)O 1-(4-{[4-(methylsulfanyl)-1,3-benzothiazol-2-yl]oxy}phenyl)ethanol